COC1=C(C=CC(=C1)\C=C\C)CC(=O)OC=1C(=CC(=CC1C(C)=O)C=CC)OC Acetyl-IsoEugenol ((E)-2-methoxy-4-(prop-1-en-1-yl)phenyl acetate)